ClS(=O)(=O)C1=NC=2CCN(CC2C=C1)C(=O)OC(C)(C)C tert-butyl 2-(chlorosulfonyl)-7,8-dihydro-1,6-naphthyridine-6(5H)-carboxylate